C1=CC=CC=2C3=CC=CC=C3C(C12)COC(=O)N[C@H](C(=O)O)CC1=CC=C(C=C1)C1=CC2=C(N=CO2)C=C1 (S)-2-((((9H-fluoren-9-yl)methoxy)carbonyl)amino)-3-(4-(benzo[d]oxazol-6-yl)phenyl)propanoic acid